ClC1=C(C(=O)N)C=CC(=C1)NC1=NC=C(C(=N1)N[C@H](CO)C1=CC=CC=C1)C=1OC(=NN1)CC 2-chloro-4-[[5-(5-ethyl-1,3,4-oxadiazol-2-yl)-4-[[(1S)-2-hydroxy-1-phenyl-ethyl]amino]pyrimidin-2-yl]amino]benzamide